3-(3-(4-amino-3-fluorophenyl)-5-phenyl-3H-imidazo[4,5-b]pyridin-2-yl)pyridin-2-amine NC1=C(C=C(C=C1)N1C(=NC=2C1=NC(=CC2)C2=CC=CC=C2)C=2C(=NC=CC2)N)F